2,3,3,4,4-Pentamethyl-2,3,4,6,7,8-hexahydro-5H-chromen-5-on CC1OC=2CCCC(C2C(C1(C)C)(C)C)=O